Cl.O(C1=CC=CC=C1)[C@@H]1CNCC1 (3S)-3-phenoxypyrrolidine hydrochloride